1-(4-Bromo-2-fluorophenyl)dihydropyrimidine-2,4(1H,3H)-dione BrC1=CC(=C(C=C1)N1C(NC(CC1)=O)=O)F